CCCCCCCCC NONAN